ClC=1C(=NC(=NC1)NC1CCOCC1)C1=CC(=C2CN(C(C2=C1)=O)[C@@H](C(=O)N[C@H](C)C1=CC(=CC=C1)OC)C)OC (2R)-2-(6-{5-chloro-2-[(oxan-4-yl)amino]pyrimidin-4-yl}-4-methoxy-1-oxo-2,3-dihydro-1H-isoindol-2-yl)-N-[(1R)-1-(3-methoxyphenyl)ethyl]propanamide